CN1C(=NC=CC1=O)SC 3-methyl-2-(methylthio)pyrimidin-4(3H)-one